SC1=NN=C(S1)C1=NC2=CC=CC=C2C(N1)=O 2-(5-mercapto-1,3,4-thiadiazol-2-yl)quinazolin-4-one